S1S(PP1=S)=S (dithiadiphosphetane) 2,4-disulfide